ClC1=CC=CC=2N1N=C(C2C=C)C#CCN 3-(7-chloro-3-vinylpyrazolo[1,5-a]pyridin-2-yl)prop-2-yn-1-amine